C(C)P(=O)(CC)C1=NC(=C2N=CN(C2=N1)CC1=CC=C(C=C1)OC)NCC1=CC=C(C=C1)OC 2-diethylphosphoryl-N,9-bis[(4-methoxyphenyl)methyl]purin-6-amine